Cl.O=C1NC(CCC1N1C(C2=CC=C(C=C2C1=O)OC[C@@H]1CNCCO1)=O)=O 2-(2,6-dioxopiperidin-3-yl)-5-(((S)-morpholin-2-yl)methoxy)isoindoline-1,3-dione hydrochloride